SCCCCCC(=O)OCCCCCC hexyl 6-mercaptohexanoate